2-(2-(4-amino-7-methoxy-6-methyl-9H-pyrimido[4,5-b]indol-9-yl)acetyl)-N-(6-bromopyridin-2-yl)-5-methyl-2-azabicyclo[3.1.0]hexane-3-carboxamide NC1=NC=NC=2N(C3=CC(=C(C=C3C21)C)OC)CC(=O)N2C1CC1(CC2C(=O)NC2=NC(=CC=C2)Br)C